O1CC(CC1)CC1=NC=2C(=NC=CC2C2CCN(CC2)C(=O)OC(C)(C)C)N1 tert-butyl 4-[2-(tetrahydrofuran-3-ylmethyl)-3H-imidazo[4,5-b]pyridin-7-yl]piperidine-1-carboxylate